4-[[2-chloro-6-[4-[4-[(4R)-4-(tert-butoxycarbonylamino)-2-oxo-pyrrolidin-1-yl]phenyl]sulfonylpiperazin-1-yl]-4-pyridinyl]-difluoro-methyl]bicyclo[2.2.2]octane-1-carboxylic acid ClC1=NC(=CC(=C1)C(C12CCC(CC1)(CC2)C(=O)O)(F)F)N2CCN(CC2)S(=O)(=O)C2=CC=C(C=C2)N2C(C[C@H](C2)NC(=O)OC(C)(C)C)=O